C(C(C)(C)C)(=O)OCCCCCCCCCCCCCCCCCCCCCC behenyl neopentanoate